C(C)(C)(C)OC(NC1=C(C=C(C=C1)OC1=CC(=NC=C1)Cl)F)=O.CC1(CC=C(CC1)CCC=O)C 3-(4,4-Dimethylcyclohex-1-en-1-yl)propanal tert-Butyl-N-[4-[(2-chloro-4-pyridyl)oxy]-2-fluoro-phenyl]carbamate